C(C)C1=NC=C(C=N1)C1=NN2C(O[C@@H](CC2)C)=C1C(=O)N[C@@H]1C(NC2=C(C(=N1)C1=CC=CC=C1)C=CC=C2F)=O (5R)-2-(2-ethylpyrimidin-5-yl)-N-[(3S)-9-fluoro-2-oxo-5-phenyl-1,3-dihydro-1,4-benzodiazepine-3-yl]-5-methyl-6,7-dihydro-5H-pyrazolo[5,1-b][1,3]Oxazine-3-carboxamide